2'-(diphenylphosphoryl)-10-phenyl-10H-spiro[acridine-9,9'-fluorene] C1(=CC=CC=C1)P(=O)(C1=CC=CC=C1)C1=CC=2C3(C4=CC=CC=C4C2C=C1)C1=CC=CC=C1N(C=1C=CC=CC13)C1=CC=CC=C1